2-{3-[2-(1-{[3,5-bis(difluoromethyl)-1H-pyrazol-1-yl]acetyl}piperidin-4-yl)-1,3-thiazol-4-yl]-4,5-dihydro-1,2-oxazol-5-yl}phenyl methansulfonate CS(=O)(=O)OC1=C(C=CC=C1)C1CC(=NO1)C=1N=C(SC1)C1CCN(CC1)C(CN1N=C(C=C1C(F)F)C(F)F)=O